ClOC(C)(C)C.CC(CN)CCCN 2-Methyl-pentamethylendiamin tertiary-butyl hypochlorite